(2R,3R,4S,5R,6R)-4-(4-(4-chloro-2,3-difluorophenyl)-1H-1,2,3-triazol-1-yl)-6-((5-cyclobutylisoxazol-3-yl)methyl)-2-(hydroxymethyl)-5-methoxytetrahydro-2H-pyran-3-ol ClC1=C(C(=C(C=C1)C=1N=NN(C1)[C@H]1[C@H]([C@H](O[C@@H]([C@@H]1OC)CC1=NOC(=C1)C1CCC1)CO)O)F)F